NC(C(=O)O)(CCCCB(O)O)CCN1CCN(CC1)C1=CC=CC=C1 2-amino-6-borono-2-(2-(4-phenylpiperazin-1-yl)ethyl)hexanoic acid